N-[{2S,3R,4S}-4-fluoro-2-[(3'-fluoro[1,1'-biphenyl]-3-yl)methyl]-1-(1-hydroxycyclobutane-1-carbonyl)pyrrolidin-3-yl]ethanesulfonamide F[C@@H]1[C@@H]([C@@H](N(C1)C(=O)C1(CCC1)O)CC=1C=C(C=CC1)C1=CC(=CC=C1)F)NS(=O)(=O)CC